3-[2-(2-chlorobenzoyl)-1,2,3,4-tetrahydroisoquinolin-5-yl]-3-(7-methoxy-1-methyl-1H-benzo[d][1,2,3]triazol-5-yl)propionic acid ClC1=C(C(=O)N2CC3=CC=CC(=C3CC2)C(CC(=O)O)C2=CC3=C(N(N=N3)C)C(=C2)OC)C=CC=C1